2-amino-5-(2,2-difluoroethyl)pyrimidine-4,6-diol NC1=NC(=C(C(=N1)O)CC(F)F)O